O1CCC2=C1C=CC(=C2)B(O)O 2,3-dihydro-1-benzofuran-5-ylboranediol